5-(3-phenoxyprop-1-ynyl)-7-(1,4-dioxaspiro[4.5]decan-8-yl)-7H-pyrrolo[2,3-d]pyrimidin-4-amine O(C1=CC=CC=C1)CC#CC1=CN(C=2N=CN=C(C21)N)C2CCC1(OCCO1)CC2